tert-butyl 4-(1-chloroethyl)-3,5-difluoro-1H-pyrrolo[2,3-b]pyridine-1-carboxylate ClC(C)C1=C2C(=NC=C1F)N(C=C2F)C(=O)OC(C)(C)C